ClC=1C=CC(=NC1)C1=NOC(=C1COC1=CC=C(N=N1)C(=O)O)C 6-((3-(5-chloro-2-pyridinyl)-5-methyl-isoOxazol-4-yl)methoxy)pyridazine-3-carboxylic acid